C(C)(C)(C)[C@H]1N(CCCC1C(NC1=NN(C2=CC=C(C=C12)Br)C(C1=CC=CC=C1)(C1=CC=CC=C1)C1=CC=CC=C1)=O)C(=O)O (S)-tert-butyl-3-[(5-bromo-1-trityl-1H-indazol-3-yl)carbamoyl]piperidine-1-carboxylic acid